[N+](=O)([O-])C1=CC=C2CCCN(C2=C1)C(C)=O 1-(7-nitro-3,4-dihydroquinolin-1(2H)-yl)ethan-1-one